ClC1=CC=C(N=N1)N1CCCC12CCCNC2 1-(6-chloropyridazin-3-yl)-1,9-diazaspiro[4.5]decane